1-ethoxy-1-[(trimethylsilyl)oxy]-cyclopropane C(C)OC1(CC1)O[Si](C)(C)C